Isopropyl α-(3-Methyl-2-Butenoyloxy)isobutyrate CC(=CC(=O)OC(C(=O)OC(C)C)(C)C)C